C[C@@H]1C=2N(CCN1C(=O)C1NC3=CC=CC=C3CC1)C(=NN2)C2=NC(=NS2)C ((R)-8-methyl-3-(3-methyl-1,2,4-thiadiazol-5-yl)-5,6-dihydro-[1,2,4]triazolo[4,3-a]pyrazin-7(8H)-yl)(1,2,3,4-tetrahydroquinolin-2-yl)methanone